COCCN(CC[C@@H](C(=O)O)NC(=O)C1(COC1)C1=CC=CC=C1)CCCCC1=NC=2NCCCC2C=C1 (S)-4-((2-methoxyethyl)(4-(5,6,7,8-tetrahydro-1,8-naphthyridin-2-yl)butyl)amino)-2-(3-phenyloxetane-3-carboxamido)butanoic acid